methyl 3-[4-[2-methoxy-5-[(1R)-1-[[2-methyl-5-(4-methylpiperazin-1-yl)benzoyl]amino]ethyl]phenyl]-1-piperidyl]propanoate COC1=C(C=C(C=C1)[C@@H](C)NC(C1=C(C=CC(=C1)N1CCN(CC1)C)C)=O)C1CCN(CC1)CCC(=O)OC